N-(7-fluoro-3,8-dimethyl-4-oxotetralin-5-yl)acetamide FC1=CC(=C2C(C(CCC2=C1C)C)=O)NC(C)=O